2-ethyl-(S)-4-methyl-3,6-dihydropyridine-1,2(2H)-dicarboxylic acid 1-(tert-butyl) ester C(C)(C)(C)OC(=O)N1[C@@](CC(=CC1)C)(C(=O)O)CC